FC(C(C(F)(F)F)(O)C1=CC=C(C=C1)C1=C(C=C(C=C1)CN1C[C@H](N(CC1)CC1=CC=NC=C1)C(=O)OCCO)C)(F)F 2-hydroxyethyl (S)-4-((4'-(1,1,1,3,3,3-hexafluoro-2-hydroxypropan-2-yl)-2-methyl-[1,1'-biphenyl]-4-yl)methyl)-1-(pyridin-4-ylmethyl)piperazine-2-carboxylate